2-[2-[2-[tert-butoxycarbonyl(methyl)amino]ethoxy]ethoxy]acetic acid C(C)(C)(C)OC(=O)N(CCOCCOCC(=O)O)C